C(CCCCCCCCCCC)OC1=CC=2C(C3=CC=CC=C3SC2C=C1)=O 2-dodecyloxythioxanthone